BrC=1C=C2C(=NC(=NC2=C2C1CCC2)C)N[C@H](C)C=2C=C(C=CC2)C(C(F)(F)F)O |r| 1-(3-((R/S)-1-((6-bromo-2-methyl-8,9-dihydro-7H-cyclopenta[h]quinazolin-4-yl)amino)ethyl)phenyl)-2,2,2-trifluoroethan-1-ol